((2R,3S,4R,5S)-5-(4-aminopyrrolo[2,1-f][1,2,4]triazin-7-yl)-2-cyano-3,4-dihydroxytetrahydrofuran-2-yl)methyl ((S)-2-(benzyloxy)icosyl) hydrogen phosphate P(=O)(OC[C@]1(O[C@H]([C@@H]([C@@H]1O)O)C1=CC=C2C(=NC=NN21)N)C#N)(OC[C@H](CCCCCCCCCCCCCCCCCC)OCC2=CC=CC=C2)O